C(C)NC(=O)C=1OC(=NN1)C1=C(C=CC=C1)NC1=CC=C(C=C1)C(F)(F)F N-ethyl-5-(2-((4-(trifluoromethyl)phenyl)amino)phenyl)-1,3,4-oxadiazole-2-carboxamide